N,N'-DimethylarginineThiol CN[C@@H](CCCN(C(N)=N)C)CS